C1(CC1)C1=CC2=C(N(C(N=C2N2[C@H](CN(CC2)C(=O)OC(C)(C)C)C)=O)C=2C(=NC=CC2C)C(C)C)N=C1C1=C(C=CC=C1)OC tert-butyl (S)-4-(6-cyclopropyl-7-(2-methoxyphenyl)-1-(2-isopropyl-4-methylpyridin-3-yl)-2-oxo-1,2-dihydropyrido[2,3-d]pyrimidin-4-yl)-3-methylpiperazine-1-carboxylate